O[C@@H](CNCC=1N=NN(C1)CCOCCOC12CC3(CC(C[C@H](C1)C3)C2)NCC(=O)N2[C@@H](CCC2)C#N)[C@H]([C@@H]([C@@H](CO)O)O)O (2S)-1-(((1S,3R,5S)-3-(2-(2-(4-((((2S,3R,4R,5R)-2,3,4,5,6-pentahydroxyhexyl)amino)methyl)-1H-1,2,3-triazol-1-yl)ethoxy)ethoxy)adamantan-1-yl)glycyl)pyrrolidine-2-carbonitrile